FC=1C=C(C=C(C1)N1C[C@H](OCC1)C)NC(C1=C(N=C(C=C1)NC(CO)(C)C)N1CCC2(CC2)CC1)=O (R)-N-(3-fluoro-5-(2-methylmorpholino)phenyl)-6-((1-hydroxy-2-methylpropan-2-yl)amino)-2-(6-azaspiro[2.5]octan-6-yl)nicotinamide